[Al+3].P(=O)(OC1=CC=CC=C1)(OC1=CC=CC=C1)[O-].C1(=CC=CC=C1)OP(=O)(OC1=CC=CC=C1)[O-].C1(=CC=CC=C1)OP(=O)(OC1=CC=CC=C1)[O-] diphenyl phosphate aluminum salt